CN1N=CC(=C1)C=1C(=NC(=NC1)O)O 5-(1-methyl-1H-pyrazol-4-yl)pyrimidine-2,4-diol